NC=1C(=C(C(=O)[O-])C=CC1)Br 3-amino-2-bromobenzoate